1-(4'-ethoxy-2-methoxy-[1,1'-biphenyl]-4-yl)ethan-1-one C(C)OC1=CC=C(C=C1)C1=C(C=C(C=C1)C(C)=O)OC